C(C1=CC=CC=C1)(=O)C=1C=C(C(=O)NC2=CC(=NN2C)C2=CC=C(C=C2)NC(OC(C)(C)C)=O)C=CC1 tert-butyl (4-(5-(3-benzoylbenzamido)-1-methyl-1H-pyrazol-3-yl)phenyl)carbamate